C(C)(C)(C)C1=NN(C(=C1)NC(NC=1C=C(OC=2C=CC(=NC2)C(=O)NC)C=CC1)=O)C1=CC=CC=C1 5-(3-(3-(3-(tert-butyl)-1-phenyl-1H-pyrazol-5-yl)ureido)phenoxy)-N-methylpyridinamide